C(C)OC(C(CNCC[C@@H]1N(CCN(C1)C(=O)OC(C)(C)C)C(=O)OCC1=CC=CC=C1)(C)C)=O (S)-1-benzyl 4-tert-butyl 2-(2-((3-ethoxy-2,2-dimethyl-3-oxopropyl)amino)ethyl)piperazine-1,4-dicarboxylate